[O-]P([O-])(=O)OP(=O)(O)O.[Rb+].[Rb+] dirubidium diphosphate